N[C@H](C(=O)N1[C@@H](CCC1)C(=O)OC(C)(C)C)CCC1=CC(=C(C(=C1)F)C(F)(F)F)F tert-butyl (2S)-1-[(2S)-2-amino-4-[3,5-difluoro-4-(trifluoromethyl)phenyl]butanoyl]pyrrolidine-2-carboxylate